C1OC=2C=C(CC(NCC#C)C)C=CC2O1 3,4-methylenedioxy-N-propargyl-amphetamine